(S or R)-2-(2-(2-isopropylphenyl)-4-(4-methoxybenzyl)piperazin-1-yl)-7-azaspiro[3.5]Nonane C(C)(C)C1=C(C=CC=C1)[C@@H]1N(CCN(C1)CC1=CC=C(C=C1)OC)C1CC2(C1)CCNCC2 |o1:9|